CC1=CC=C(C=C1)S(=O)(=O)CCCCCCCCCCCCCCCCCCN ((4-methylphenyl)sulfonyl)octadecylamine